FC=1C=C2N(CC=NC2=CC1)C1=CC=C(C=C1)F 6-fluoro-4-(4-fluorophenyl)-3,4-dihydroquinoxaline